NC1=C(C=C(OC2=NN(C3=C2CN(CC3)C(=O)OC(C)(C)C)C3CCOCC3)C=C1)C(F)F tert-Butyl 3-[4-amino-3-(difluoromethyl)phenoxy]-1-(oxan-4-yl)-4H,6H,7H-pyrazolo[4,3-c]pyridine-5-carboxylate